C(CCCCCCCCCCCCCCC)[SiH2]OCC cetyl-ethoxysilane